C(C)(C)(C)OC(=O)N1CCC(=CC1)C1=NC=C(C=C1F)NC1C(NC(CC1)=O)=O 5-((2,6-Dioxopiperidin-3-yl)amino)-3-fluoro-3',6'-dihydro-[2,4'-bipyridine]-1'(2'H)-carboxylic acid tert-butyl ester